NCC1=CC(=CC(=N1)N1C2CN(CC1CC2)C(=O)C2=C(C=C(C=C2)F)Cl)S(=O)(=O)CC(C)(C)C [8-[6-(aminomethyl)-4-(2,2-dimethylpropylsulfonyl)-2-pyridyl]-3,8-diazabicyclo[3.2.1]octan-3-yl]-(2-chloro-4-fluoro-phenyl)methanone